[Al].N(=O)N(O)C1=CC=CC=C1 N-Nitrosophenylhydroxylamine aluminum salt